CCOC(=O)C1N(CC(CC1)NC(=O)OCC1=CC=CC=C1)C(=O)OC(C)(C)C 5-{[(benzyloxy)carbonyl]Amino}piperidine-1,2-dicarboxylic acid 1-tert-butyl 2-ethyl ester